4-Methylbenzenesulfonic acid pyrrolo[1,2-b]pyridazin-4-yl ester N=1N2C(C(=CC1)OS(=O)(=O)C1=CC=C(C=C1)C)=CC=C2